CC1([C@H]2CN([C@@H]([C@@H]12)C(=O)O)C([C@H]([C@@H](CC)C)NC(C(F)(F)F)=O)=O)C (1R,2S,5S)-6,6-dimethyl-3-[(2S,3R)-3-methyl-2-[(2,2,2-trifluoroacetyl)amino]pentanoyl]-3-azabicyclo[3.1.0]hexane-2-carboxylic acid